tert-butyl 3-(2-ethoxy-2-oxoethyl)-4,4-difluoro-3-{[(S)-2-methylpropane-2-sulfinyl]amino}-2-({[(CIS)-4-phenyl cyclohexyl]oxy}methyl)piperidine-1-carboxylate C(C)OC(CC1(C(N(CCC1(F)F)C(=O)OC(C)(C)C)CO[C@@H]1CC[C@@H](CC1)C1=CC=CC=C1)N[S@@](=O)C(C)(C)C)=O